6-[4'-(α-D-mannopyranosyloxy)-3'-methylphenyl]-thieno[3,2-d]pyrimidine-2,4(1H,3H)-dione [C@H]1([C@@H](O)[C@@H](O)[C@H](O)[C@H](O1)CO)OC1=C(C=C(C=C1)C1=CC=2NC(NC(C2S1)=O)=O)C